para-methylphenyl 4-O-levulinoyl-3-O-para-methoxybenzyl-1-thio-α-L-rhamnopyranoside C(CCC(=O)C)(=O)O[C@@H]1[C@H]([C@H]([C@H](SC2=CC=C(C=C2)C)O[C@H]1C)O)OCC1=CC=C(C=C1)OC